tert-butyl 1'-(1-(2,6-dioxopiperidin-3-yl)-6-fluoro-3-methyl-2-oxo-2,3-dihydro-1H-benzo[d]imidazol-5-yl)-[4,4'-bipiperidine]-1-carboxylate O=C1NC(CCC1N1C(N(C2=C1C=C(C(=C2)N2CCC(CC2)C2CCN(CC2)C(=O)OC(C)(C)C)F)C)=O)=O